(1R,3S)-3-{5-[2-(4-bromophenyl)acetamido]-2H-pyrazol-3-yl}cyclopentyl N-isopropylcarbamate C(C)(C)NC(O[C@H]1C[C@H](CC1)C=1NN=C(C1)NC(CC1=CC=C(C=C1)Br)=O)=O